C(C)S(=O)(=O)C=1C(=NN2C1C=CC(=C2)C(F)(F)F)NCC=2C(=CC1=C(OC(O1)(F)F)C2)C(=O)OCC ethyl 6-[[[3-ethylsulfonyl-6-(trifluoromethyl)pyrazolo[1,5-a]pyridin-2-yl]amino]methyl]-2,2-difluoro-1,3-benzodioxole-5-carboxylate